BrC1=CC=C(C2=C1OCCO2)C(=O)OCC ethyl 8-bromo-2,3-dihydrobenzo[1,4]dioxine-5-carboxylate